C(C=C)C=1C=C(C=CC1N1COC2=C(C1)C=CC=C2)C2=C(NOC1=C2C=CC=C1)C1=CC(=C(C=C1)N1COC2=C(C1)C=CC=C2)CC=C bis[3-allyl-4-(3,4-dihydro-2H-1,3-benzoxazin-3-yl)phenyl]benzoxazine